Rac-methyl (1R,2S,5S)-6,6,7,7-tetramethyl-3-azabicyclo[3.2.0]heptane-2-carboxylate hydrochloride Cl.CC1([C@H]2CN[C@@H]([C@H]2C1(C)C)C(=O)OC)C |r|